C(=C)OC(=O)SCCC[Si](O[Si](C)(C)C)(O[Si](C)(C)C)O[Si](C)(C)C 3-(vinyloxycarbonylthio)propyl-[tris(trimethylsiloxy)silane]